Di-tert.Amylperoxid C(C)(C)(CC)OOC(C)(C)CC